C1(CC1)[C@@H](\C=C\S(=O)(=O)C)NC(=O)C=1C=C2C(=NC1OC1=CC=CC=C1)N(C=C2)C (S,E)-N-(1-cyclopropyl-3-(methylsulfonyl)allyl)-1-methyl-6-phenoxy-1H-pyrrolo[2,3-b]pyridine-5-carboxamide